N1=C(C=CC=C1)[C@@H](C)N |r| (R/S)-(pyridin-2-yl)ethan-1-amine